FC1=CC=C(C(=O)NC2(CC2)C=2N=C3[C@@H]4[C@H](CN(C3=CC2)C(=O)OC2CC2)C4)C=C1 (6aR,7aS)-cyclopropyl 2-(1-(4-fluorobenzamido)cyclopropyl)-6,6a,7,7a-tetrahydro-5H-cyclopropa[c][1,5]naphthyridine-5-carboxylate